1-methyl-3-[[4-(trifluoromethoxy)phenoxy]methyl]-6-vinylindazole CN1N=C(C2=CC=C(C=C12)C=C)COC1=CC=C(C=C1)OC(F)(F)F